2-(difluoromethyl)N-(1,1-dimethyl-3-propyl-indan-4-yl)pyridine-3-carboxamide FC(C1=NC=CC=C1C(=O)NC1=C2C(CC(C2=CC=C1)(C)C)CCC)F